ClC1=C2C(=CN=CC2=CC=C1)C1=C(C=C2C(=NC(=NC2=C1)OCC12CCCN2CCC1)N1C[C@@H](N(CC1)C(C(=C)F)=O)CC#N)F (S)-2-(4-(7-(5-chloroisoquinolin-4-yl)-6-fluoro-2-((tetrahydro-1H-pyrrolizin-7a(5H)-yl)methoxy)quinazolin-4-yl)-1-(2-fluoroacryloyl)piperazin-2-yl)acetonitrile